dimethyl (4-(tert-butyl)-2-methyl-6-(trifluoromethyl) phenyl) borate B(OC)(OC)OC1=C(C=C(C=C1C(F)(F)F)C(C)(C)C)C